tert-butyl-(1S,2S,5R)-2-((6-bromopyridin-2-yl)carbamoyl)-3-azabicyclo[3.1.0]hexane C(C)(C)(C)[C@]12[C@H](NC[C@@H]2C1)C(NC1=NC(=CC=C1)Br)=O